N[C@H]1CS(C2=C(N(C1=O)CC1=CC=C(C=C1)Cl)C=C(C(=C2)F)C2=NOC(=N2)NCC(C(F)(F)F)N)(=O)=O (3R)-3-amino-7-[5-[(2-amino-3,3,3-trifluoro-propyl)amino]-1,2,4-oxadiazol-3-yl]-5-[(4-chlorophenyl)methyl]-8-fluoro-1,1-dioxo-2,3-dihydro-1λ6,5-benzothiazepin-4-one